deoxy-2',4'-difluoro-2'-methylcytidine F[C@]1([C@@H](O[C@@]([C@H]1O)(CO)F)N1C(=O)N=C(N)C=C1)C